C(C)(=O)O[C@H]1[C@@H]([C@H]([C@@H]([C@H]([C@@H]1O)NC(=O)OCC1=CC=CC=C1)OC(C)=O)NC(=O)OCC1=CC=CC=C1)OC(C)=O (1R,2R,3S,4R,5S,6S)-3,5-bis(((benzyloxy)carbonyl)amino)-6-hydroxycyclohexane-1,2,4-triyl triacetate